CO\C=C/1\CC(OCC1)C (E)-4-(methoxymethylene)-2-methyltetrahydro-2H-pyran